ClC1=NC=C(C(=N1)OC1=C(N)C=CC=C1)Cl 2-((2,5-Dichloropyrimidin-4-yl)oxy)aniline